C1N(CC2C1CCC2)C(CN2C(C1(CCN(CC1)C(=O)C=1C=C3C=NNC3=CC1)C1=C(C(=CC=C21)F)Cl)=O)=O 1-[2-(3,3a,4,5,6,6a-hexahydro-1H-cyclopenta[c]pyrrol-2-yl)-2-oxoethyl]-4-chloro-5-fluoro-1'-(1H-indazole-5-carbonyl)spiro[indole-3,4'-piperidin]-2-one